C(#N)[C@H](C[C@H]1C(NCCC1)=O)NC(=O)[C@H]1N([C@H]2CC([C@@H]1CC2)(F)F)C([C@H](C)NC2=C(C=CC(=C2)F)F)=O (1R,3S,4R)-N-[(1S)-1-cyano-2-[(3S)-2-oxo-3-piperidyl]ethyl]-2-[(2S)-2-(2,5-difluoroanilino)propanoyl]-5,5-difluoro-2-azabicyclo[2.2.2]octane-3-carboxamide